CN(C1=CC=C(C=C1)C=1N=C2N(C=CC(=C2)N(C)CCF)C1)C 2-(4-(dimethylamino)phenyl)-N-(2-fluoroethyl)-N-methylimidazo[1,2-a]pyridin-7-amine